CC1=NN=C(C2=CC=CC=C12)N (E)-4-methylphthalazin-1-amine